C(CCC)[C@@H]1N([C@H](C2=CC(=C(C=C2C1)OC)OC)C1=CC=C(C(=O)NC2CC2)C=C1)C(CC)=O 4-((1S,3S)-3-butyl-6,7-dimethoxy-2-propionoyl-1,2,3,4-tetrahydroisoquinolin-1-yl)-N-cyclopropylbenzamide